C(#N)C=1C=C(C=NC1N1N=CC=N1)NC(=O)C=1C=NN(C1C(F)(F)F)C=1C=CC=C2CCCN(C12)C N-(5-cyano-6-(2H-1,2,3-triazol-2-yl)pyridin-3-yl)-1-(1-methyl-1,2,3,4-tetrahydroquinolin-8-yl)-5-(trifluoromethyl)-1H-pyrazole-4-carboxamide